CC1(C(OCCC1)C1=C(C=C(C=C1)C)C(C(=O)O)N1CC(C1)OCCCCC[C@H]1NC2=NC=CC=C2CC1)C 2-(2-(3,3-dimethyltetrahydro-2H-pyran-2-yl)-5-methylphenyl)-2-(3-((5-((R)-1,2,3,4-tetrahydro-1,8-naphthyridin-2-yl)pentyl)oxy)azetidin-1-yl)acetic acid